1-(2-(trifluoromethyl)phenyl)-2-propen-1-ol FC(C1=C(C=CC=C1)C(C=C)O)(F)F